C(C)N1N=C(C(=C1)F)S(=O)(N)=NC(NC1=C2C(=NC(=C1C1=C(C=CC=C1)F)C(F)(F)F)CCC2)=O 1-Ethyl-4-fluoro-N'-((3-(2-fluorophenyl)-2-(trifluoromethyl)-6,7-dihydro-5H-cyclopenta[b]pyridin-4-yl)carbamoyl)-1H-pyrazole-3-sulfonimidamide